(S)-3-(3-(3-amino-4-methylphenyl)-1,2,4-oxadiazol-5-yl)-1,1-difluoropropan-2-ol NC=1C=C(C=CC1C)C1=NOC(=N1)C[C@@H](C(F)F)O